N1N=CC2=CC=C(C=C12)/C=C/C(=O)N[C@@H]1[C@H](CC2=CC=CC=C12)C (E)-3-(1H-indazol-6-yl)-N-((1R,2S)-2-methyl-2,3-dihydro-1H-inden-1-yl)acrylamide